1,3,6-trimethylbenzimidazolium-2-carboxylate C[N+]1=C(N(C2=C1C=C(C=C2)C)C)C(=O)[O-]